N-((R)-1-(3-(difluoromethyl)-2-fluorophenyl)ethyl)-6-oxo-1,6-dihydropyridine-3-carboxamide FC(C=1C(=C(C=CC1)[C@@H](C)NC(=O)C1=CNC(C=C1)=O)F)F